ClC1=C(C=C(C(=C1)Cl)NC(=O)OC1=CC=CC=C1)B(O)O [2,4-dichloro-5-(phenoxycarbonylamino)phenyl]boronic acid